4-(4-amino-3-methoxyphenoxy)adamantan NC1=C(C=C(OC2C3CC4CC(CC2C4)C3)C=C1)OC